NC(C=1C=C(C[C@@H](C(=O)OC)[C@@H](C)NC(C2=CC=C(C=C2)C2=CC=[N+](C=C2)[O-])=O)C=CC1)=N methyl (2R,3R)-2-{3-[amino(imino)methyl]benzyl}-3-{[4-(1-oxidopyridin-4-yl)benzoyl] amino}butanoate